2-cyclopropyl-5-phenyl-1,3-thiazole-4-carboxylic acid C1(CC1)C=1SC(=C(N1)C(=O)O)C1=CC=CC=C1